NC1=NN=C(S1)C1=CC=C(C=C1)C=1C=CC=C2C(=C(N(C(C12)=O)C1=CC=CC=C1)[C@H](C)NC=1C2=C(N=CN1)NC=CC2=O)Cl (S)-4-((1-(8-(4-(5-amino-1,3,4-thiadiazol-2-yl)phenyl)-4-chloro-1-oxo-2-phenyl-1,2-dihydroisoquinolin-3-yl)ethyl)amino)pyrido[2,3-d]pyrimidin-5(8H)-one